C(#N)C1=CC(=C(C(=O)O)C=C1)NS(=O)(=O)C 4-cyano-2-(methylsulfonamido)benzoic Acid